[N+](=O)([O-])C=1C(=C(C(=O)OC)C=CC1)[SiH3] methyl 3-nitro-2-silylbenzoate